NCC1(CCCC1)O 1-(aminomethyl)cyclopentan-1-ol